4-Bromo-1-(4-(trifluoromethyl)phenyl)-1H-pyrazole BrC=1C=NN(C1)C1=CC=C(C=C1)C(F)(F)F